FC([C@H](CNC(=O)C=1C(N(N=C(C1)C1=CC=C(C=C1)OC(F)(F)F)C=1C=NC=CC1)=O)O)F N-[(2S)-3,3-Difluoro-2-hydroxypropyl]-3-oxo-2-(pyridin-3-yl)-6-[4-(trifluoromethoxy)-phenyl]-2,3-dihydropyridazine-4-carboxamide